5-fluoro-1-methyl-1H-pyrazolo[3,4-b]pyridine-4-carboxylic acid FC1=C(C2=C(N=C1)N(N=C2)C)C(=O)O